COC1=CC=C(C=C1)/C=C/C=C/C=C/C(=O)OC methyl (2E,4E,6E)-7-(4-methoxyphenyl)hepta-2,4,6-trienoate